FC1=C(C=C(C=C1)F)C1=NS(OC1)(=O)=O 4-(2,5-difluorophenyl)-5H-[1,2,3]oxathiazole 2,2-dioxide